3-(4-(6,8-diphenylimidazo[1,2-a]pyridin-2-yl)phenyl)acrylonitrile C1(=CC=CC=C1)C=1C=C(C=2N(C1)C=C(N2)C2=CC=C(C=C2)C=CC#N)C2=CC=CC=C2